benzyl 2-amino-5-[tert-butyl(dimethyl)silyl]oxy-3,3-dimethyl-hexanoate NC(C(=O)OCC1=CC=CC=C1)C(CC(C)O[Si](C)(C)C(C)(C)C)(C)C